ethyl (S)-2-(morpholin-2-yl)acetate N1C[C@@H](OCC1)CC(=O)OCC